1-(4-bromophenyl)-4-(methylsulfonyl)piperazine BrC1=CC=C(C=C1)N1CCN(CC1)S(=O)(=O)C